2-(benzylsulfanyl)-3-fluoro-5,6,7,8-tetrahydro-1,6-naphthyridine-6-carboxylic acid tert-butyl ester C(C)(C)(C)OC(=O)N1CC=2C=C(C(=NC2CC1)SCC1=CC=CC=C1)F